CC1=CC=C(C=N1)C(=O)NC=1SC=C(N1)C=1C=NC=NC1 6-methyl-N-(4-pyrimidin-5-ylthiazol-2-yl)pyridine-3-carboxamide